(3-(5-Methyl-1H-imidazol-1-yl)propyl)-2-cyano-3-mesitylguanidin CC1=CN=CN1CCCNC(=NC#N)NC1=C(C=C(C=C1C)C)C